Br.C(N)(OS(=O)(=O)N1CCN(CC1)C(NC1=NC=CN=C1C(NC1CC2=CC=CC=C2C1)=O)=O)=O ((4-((3-((2,3-dihydro-1H-inden-2-yl)carbamoyl)pyrazin-2-yl)carbamoyl)piperazin-1-yl) sulfonyl) carbamate hydrobromide